(S)-tert-Butyl 2-(6-bromopyridin-2-ylcarbamoyl)-4-oxopyrrolidine-1-carboxylate BrC1=CC=CC(=N1)NC(=O)[C@H]1N(CC(C1)=O)C(=O)OC(C)(C)C